CC1=C(C(=CC(=C1)C)C)N1C(N(C=C1)C1=C(C=C(C=C1C)C)C)=[Pd] [1,3-bis(2,4,6-trimethylphenyl)imidazol-2-ylidene]palladium